COCCNC(=O)C1C(N(C(C2=CC=CC=C12)=O)CC1=CC=C(C=C1)Cl)C1=NC=C(C=C1)Cl 2-(4-chloro-benzyl)-3-(5-chloro-pyridin-2-yl)-1-oxo-1,2,3,4-tetrahydro-isoquinoline-4-carboxylic acid (2-methoxy-ethyl)-amide